3-(1,3-dimethyl-1H-pyrazol-5-yl)-4-(3-methyl-5-(piperidin-4-yl)-1H-indol-2-yl)-1H-pyrrolo[2,3-b]pyridine CN1N=C(C=C1C1=CNC2=NC=CC(=C21)C=2NC1=CC=C(C=C1C2C)C2CCNCC2)C